N-(4-amino-1H-pyrazolo[4,3-c]pyridin-7-yl)-2-oxo-2-[(2R,5S)-5-methyl-2-(3,4,5-trifluorophenyl)-1-piperidyl]acetamide NC1=NC=C(C2=C1C=NN2)NC(C(N2[C@H](CC[C@@H](C2)C)C2=CC(=C(C(=C2)F)F)F)=O)=O